O1C=CC2=C1C(=CC=C2)OC2=CC(=C(C(=O)OC)C=C2)Cl methyl 4-(benzofuran-7-yloxy)-2-chlorobenzoate